N-[2-(phenylsulfonyloxy)phenyl]-N'-[4-(p-methoxybenzenesulfonyloxy)phenyl]urea C1(=CC=CC=C1)S(=O)(=O)OC1=C(C=CC=C1)NC(=O)NC1=CC=C(C=C1)OS(=O)(=O)C1=CC=C(C=C1)OC